N-isopropylpiperidine-4-carboxamide C(C)(C)NC(=O)C1CCNCC1